3-aminopropyltris(methoxy-ethoxy)silane NCCC[Si](OCCOC)(OCCOC)OCCOC